CC(C(CC(C)=O)=O)CC 5-Methylheptane-2,4-dione